N=1C=NN2C1C=CC(=C2)C=2N(N=C1C(N(C=CC12)C1=CC=C(C=C1)OC)=O)C1=NC(=CC=C1)C 3-([1,2,4]triazolo[1,5-a]pyridin-6-yl)-6-(4-methoxyphenyl)-2-(6-methylpyridin-2-yl)-2H-pyrazolo[3,4-c]pyridin-7(6H)-one